3-Chloro-6-methyldibenzo[c,f][1,2]thiazepin-11(6H)-one 5,5-dioxide ClC1=CC2=C(C(C3=C(N(S2(=O)=O)C)C=CC=C3)=O)C=C1